ClC=1C=C(C=CC1)C1=CNC=2N=CN=C(C21)N2CCC(CC2)(N)C 1-(5-(3-chlorophenyl)-7H-pyrrolo[2,3-d]pyrimidin-4-yl)-4-methylpiperidin-4-amine